C1(CC1)COCC1=NN=C(S1)C1=NC=C(C=C1N)S(=O)(=O)C1=CC=C(C=C1)OC(F)(F)F 2-{5-[(cyclopropylmethoxy)methyl]-1,3,4-thiadiazol-2-yl}-5-[4-(trifluoromethoxy)benzene-1-sulfonyl]pyridin-3-amine